FC1(CC1)C(CC#N)=O 3-(1-fluorocyclopropyl)-3-oxopropanenitrile